(3R,4R)-N-[7-(1-ethylcyclopropyl)-5-fluoroimidazo[4,3-f][1,2,4]triazin-2-yl]-3-fluoro-1-methanesulfonylpiperidin-4-amine C(C)C1(CC1)C1=NC(=C2C=NC(=NN21)N[C@H]2[C@@H](CN(CC2)S(=O)(=O)C)F)F